BrC1=C(C=CC=2OCCOC21)Cl 5-bromo-6-chloro-2,3-dihydro-1,4-benzodioxine